C(C)(C)C=1C(=NNC1C=1C=C(C=2N(C1)N=CN2)C)C(=O)NCC(C)(N2CCOCC2)C 4-isopropyl-N-(2-methyl-2-morpholinopropyl)-5-(8-methyl-[1,2,4]triazolo[1,5-a]pyridin-6-yl)-1H-pyrazole-3-carboxamide